BrC1=C(C=C(C#N)C=C1)C1=NN=CN1C 4-Bromo-3-(4-methyl-4H-1,2,4-triazol-3-yl)benzonitrile